tert-Butyl ((S)-2-Hydroxy-3-(3-(methylsulfonyl)phenoxy)propyl)((S)-1-oxa-8-azaspiro[4.5]decan-3-yl)carbamate O[C@@H](CN(C(OC(C)(C)C)=O)[C@@H]1COC2(C1)CCNCC2)COC2=CC(=CC=C2)S(=O)(=O)C